COC(=O)[C@H]1N(CCOC1)C1(CN(C1)C(=O)OC(C)(C)C)C[N+](=O)[O-] (S)-4-(1-(tert-butoxycarbonyl)-3-(nitromethyl)azetidin-3-yl)morpholine-3-carboxylic acid methyl ester